CC1=C2C=CNC2=CC=C1OC=1C=C(C(=O)N)C=CC1 3-((4-methyl-1H-indol-5-yl)oxy)benzamide